3-Amino-3-{[1-oxo-1-(propan-2-yloxy)pentan-2-yl]carbamoyl}propanoic acid NC(CC(=O)O)C(NC(C(OC(C)C)=O)CCC)=O